3-Fluoro-7,8-dimethoxy-2-(piperidin-1-yl)-10,11-dihydro-5H-dibenzo[a,d][7]annulen-5-one FC=1C(=CC2=C(C(C3=C(CC2)C=C(C(=C3)OC)OC)=O)C1)N1CCCCC1